C(=O)O.C[C@H]1OC2=C(CN(C1)C1CCC3=CC=C(C=C13)C(CC(=O)O)C1=C(C3=C(N(N=N3)C)C(=C1)OC)C)C=C(C=C2)C 3-(3-((R)-2,7-dimethyl-2,3-dihydrobenzo[f][1,4]oxazepin-4(5H)-yl)-2,3-dihydro-1H-inden-5-yl)-3-(7-methoxy-1,4-dimethyl-1H-benzo[d][1,2,3]triazol-5-yl)propanoic acid, formic acid salt